tert-butyl (3R)-3-({4-chloro-5H,7H-furo[3,4-d]pyridazin-1-yl}amino)piperidine-1-carboxylate ClC=1C2=C(C(=NN1)N[C@H]1CN(CCC1)C(=O)OC(C)(C)C)COC2